CC1=CC=C(C=C1)S(=O)(=O)OCCOC(C)C 2-isopropoxyethyl 4-methylbenzenesulfonate